C1(CC1)N1C(CNCC1)C#N cyclopropyl-piperazine-2-carbonitrile